CC(CCO)(C)C 3,3-dimethylbutan-1-ol